(E,E)-2,6-Octadien-1,8-diol diacetate C(C)(=O)OC\C=C\CC\C=C\COC(C)=O